(S)-2-(6-(ethylamino)-4-(1-methyl-4-(4-methyl-4H-1,2,4-triazol-3-yl)-1H-pyrazol-5-yl)pyridin-2-yl)-6-((3-fluoropyrrolidin-1-yl)methyl)-4-(trifluoromethyl)isoindolin-1-one C(C)NC1=CC(=CC(=N1)N1C(C2=CC(=CC(=C2C1)C(F)(F)F)CN1C[C@H](CC1)F)=O)C1=C(C=NN1C)C1=NN=CN1C